3,5-dichloro-N-(2-mercaptophenyl)-4-methoxybenzamide ClC=1C=C(C(=O)NC2=C(C=CC=C2)S)C=C(C1OC)Cl